pentaerythritol tetrakis[methyl-β-(3,5-di-t-butyl-4-hydroxyphenyl) propionate] CC(C(=O)OCC(COC(C(CC1=CC(=C(C(=C1)C(C)(C)C)O)C(C)(C)C)C)=O)(COC(C(CC1=CC(=C(C(=C1)C(C)(C)C)O)C(C)(C)C)C)=O)COC(C(CC1=CC(=C(C(=C1)C(C)(C)C)O)C(C)(C)C)C)=O)CC1=CC(=C(C(=C1)C(C)(C)C)O)C(C)(C)C